1-(4-{7-cyclopropyl-5-[(1R)-1-methyl-1,2,3,4-tetrahydroisoquinoline-2-carbonyl]-pyrazolo[1,5-a]pyrimidin-2-yl}-3-fluorophenyl)piperidine-3-carboxylic acid C1(CC1)C1=CC(=NC=2N1N=C(C2)C2=C(C=C(C=C2)N2CC(CCC2)C(=O)O)F)C(=O)N2[C@@H](C1=CC=CC=C1CC2)C